C1(CCC1)N1CCN(CC1)C1CCN(CC1)C1=C(C=C(C(=C1)OC)NC1=NC=NC(=C1)N1OCC[C@@H]1C1=CC(=C(C=C1)F)F)NC(C=C)=O N-(2-(4-(4-cyclobutylpiperazine-1-yl)piperidine-1-yl)-5-((6-((R)-3-(3,4-difluorophenyl)-isoxazolidine-2-yl)pyrimidine-4-yl)amino)-4-methoxyphenyl)acrylamide